C(C(C)C)(=O)O[C@@H]1[C@H]([C@@H](O[C@@H]([C@@H]1O)CO)OCCCC#C)NC(C)=O.[P] phosphorus (2R,3R,4R,5R,6R)-3-acetamido-5-hydroxy-6-(hydroxymethyl)-2-(pent-4-yn-1-yloxy)tetrahydro-2H-pyran-4-yl isobutyrate